COC=1C=C2OC=3C=CC(=CC3C(C2=C(C1)O)=O)C1=C(C=O)C=CC=C1 (6-methoxy-8-hydroxy-9-oxo-9H-xanthen-2-yl)benzaldehyde